6-vinyl-1,2,3,4-tetrahydroisoquinoline C(=C)C=1C=C2CCNCC2=CC1